5-ethynyl-2-((4-(4-methylpiperazin-1-yl)phenyl)amino)-8-(pyrrolidin-3-yl)pyrido[2,3-d]pyrimidin-7(8H)-one C(#C)C1=CC(N(C=2N=C(N=CC21)NC2=CC=C(C=C2)N2CCN(CC2)C)C2CNCC2)=O